FC1(CC(C1)CN1N=C(C(=C1C(=O)NC1=CC(=NC=C1)S(=O)(=O)C)C(F)(F)F)CC)F 1-((3,3-difluorocyclobutyl)methyl)-3-ethyl-N-(2-(methylsulfonyl)pyridin-4-yl)-4-(trifluoromethyl)-1H-pyrazole-5-carboxamide